NC=1C=2N(C3=CC(=CC=C3N1)C(=O)N(C1COC3=C1C=CC(=C3)C(F)(F)F)C3CC3)C=NC2 4-amino-N-cyclopropyl-N-(6-(trifluoromethyl)-2,3-dihydrobenzofuran-3-yl)imidazo[1,5-a]quinoxaline-8-carboxamide